FC1=CC(=C(C=C1F)CO)CO [4,5-difluoro-2-(hydroxymethyl)phenyl]methanol